5-((1r,3r)-3-aminocyclobutoxy)-2-(trifluoromethyl)benzonitrile hydrochloride Cl.NC1CC(C1)OC=1C=CC(=C(C#N)C1)C(F)(F)F